FC1=C(C(=CC(=C1)O)F)C1=CC(=C(C(=C1)F)C(F)(F)F)F 2,3',5',6-tetrafluoro-4'-(trifluoromethyl)-[1,1'-biphenyl]-4-ol